Cyclooct-2-yn-1-yl (perfluorophenyl) succinate C(CCC(=O)OC1=C(C(=C(C(=C1F)F)F)F)F)(=O)OC1C#CCCCCC1